4-{2'-ethoxy-[2,3'-bipyridinyl]-5-yl}-1-[2-fluoro-4-(trifluoromethyl)phenyl]-N-[2-(methylamino)ethyl]piperidine-4-carboxamide C(C)OC1=NC=CC=C1C1=NC=C(C=C1)C1(CCN(CC1)C1=C(C=C(C=C1)C(F)(F)F)F)C(=O)NCCNC